7-(3-benzyloxy-2,6-dimethyl-phenyl)-3-(2-fluorophenyl)-6-[(4-methoxyphenyl)methylamino]benzimidazole-5-carbonitrile C(C1=CC=CC=C1)OC=1C(=C(C(=CC1)C)C1=C(C(=CC2=C1N=CN2C2=C(C=CC=C2)F)C#N)NCC2=CC=C(C=C2)OC)C